Cl.ClCCOCCN 2-(2-chloroethoxy)ethanamine hydrochloride